caproic acid isopropyl ester C(C)(C)OC(CCCCC)=O